Cl.ClC=1C(=NC(=NC1)NC1=C(C=C(C(=C1)C=1C=NN(C1)C)N1CCN(CC1)C1CCNCC1)OC)NC=1C(=C2N=CC=NC2=CC1)P(C)(C)=O (6-((5-chloro-2-((2-methoxy-5-(1-methyl-1H-pyrazol-4-yl)-4-(4-(piperidine-4-yl)piperazin-1-yl)phenyl)amino)pyrimidin-4-yl)amino)quinoxalin-5-yl)dimethyl-phosphine oxide hydrochloride